ClC=1C(=C2C(=C(N=C(C2=CN1)N1C[C@H]2C[C@H]([C@@H](C1)N2C(=O)OC(C)(C)C)O)C)C)F tert-butyl (1R,5R,6R)-3-(6-chloro-5-fluoro-3,4-dimethyl-2,7-naphthyridin-1-yl)-6-hydroxy-3,8-diazabicyclo[3.2.1]octane-8-carboxylate